6-(5-chloro-2-fluorophenyl)-N-[(2,4-dimethoxyphenyl)methyl]-3-methanesulfinylpyridazin-4-amine ClC=1C=CC(=C(C1)C1=CC(=C(N=N1)S(=O)C)NCC1=C(C=C(C=C1)OC)OC)F